FC(COP(OCC(C(F)F)(F)F)(OCC(C(F)F)(F)F)(OCC(C(F)F)(F)F)OCC(C(F)F)(F)F)(C(F)F)F Pentakis(2,2,3,3-tetrafluoropropoxy)phosphorane